S(N)(OC[C@@H]1[C@H](C[C@@H](C1)NC1=NC=NC=C1C(=O)C=1SC(=C(C1)[C@@H](C1=CC(=CC=C1)Cl)N)C)O)(=O)=O [(1R,2S,4R)-4-{[5-({4-[(R)-amino(3-chlorophenyl)methyl]-5-methyl-2-thienyl}carbonyl)pyrimidin-4-yl]amino}-2-hydroxycyclopentyl]methyl sulfamate